3-cyano-N-(2-((dimethylamino)methyl)quinolin-8-yl)benzenesulfonamide C(#N)C=1C=C(C=CC1)S(=O)(=O)NC=1C=CC=C2C=CC(=NC12)CN(C)C